FC1=C(C=CC(=C1C1=CC=C2C(=NNC2=C1F)C=1NC=CN1)F)NS(=O)(=O)C=1C(=NC=C(C1)CO)OC N-(2,4-difluoro-3-(7-fluoro-3-(1H-imidazol-2-yl)-1H-indazol-6-yl)phenyl)-5-(hydroxylmethyl)-2-methoxypyridine-3-sulfonamide